BrC1=CC=C(C[N@@+](CCOC(\C=C\C2=CC=C(C=C2)F)=O)(CCO)[O-])C=C1 (S,E)-N-(4-Bromobenzyl)-2-((3-(4-fluorophenyl)acryloyl)oxy)-N-(2-hydroxyethyl)ethan-1-amine oxide